9-decenyl-trimethyl-chlorosilane C(CCCCCCCC=C)C[Si](Cl)(C)C